N1N=CC2=CC=CC(=C12)CCCO 3-(1H-indazol-7-yl)propan-1-ol